1,3-dimethyl-5-[3-(1H-tetrazol-5-yl)phenyl]-1H-naphtho[1,2-b][1,4]diazepine CN1C2=C(N(C=C(C1)C)C1=CC(=CC=C1)C1=NN=NN1)C=CC1=CC=CC=C12